ClC=1C=CC(=C(C1)C1=CC(N(C=C1OC)C(C(=O)O)C[C@H]1OCCCC1)=O)C1=CN=CO1 2-{4-[5-chloro-2-(1,3-oxazol-5-yl)phenyl]-5-methoxy-2-oxopyridin-1(2H)-yl}-3-[(2S)-tetrahydro-2H-pyran-2-yl]propionic acid